O=C1NC(CCC1N1C(N(C2=C1C=CC=C2C#CCOCCCN(C(OC(C)(C)C)=O)C(C)C)C)=O)=O Tert-butyl N-[3-[3-[1-(2,6-dioxo-3-piperidyl)-3-methyl-2-oxo-benzimidazol-4-yl]prop-2-ynoxy]propyl]-N-isopropyl-carbamate